BrC=1C(=C(C(=O)OC)C(=C(N1)C)C)Br methyl 2,3-dibromo-5,6-dimethylisonicotinate